NC=1OC2=C(C=NC=C2N2CC(C(CC2)O)C(=O)N2[C@H](C3=C(C=C(C=C3CC2)Cl)Cl)C)N1 (1-(2-aminooxazolo[4,5-c]pyridin-7-yl)-4-hydroxypiperidin-3-yl)((S)-6,8-dichloro-1-methyl-3,4-dihydroisoquinolin-2(1H)-yl)methanone